CC(C=O)CCCCCCCCCCCCCCCCCC 2-methyl-1-eicosanal